Cl.OC=1C=C(C2=C(NC(CO2)=O)C1)[C@H](CNC(CC1=CC=C(C=C1)OC)(C)C)O 6-hydroxy-8-{(R)-1-hydroxy-2-[2-(4-methoxy-phenyl)-1,1-dimethyl-ethylamino]-ethyl}-4H-benzo[1,4]oxazin-3-one-hydrochloride